C(C)(C)(C)NC1=NC(=NC(=N1)Cl)Cl 4-tert-butylamino-2,6-dichloro-1,3,5-triazine